2-(5-((2-Azaspiro[3.5]nonan-7-yl)ethynyl)-6-aminopyridazin-3-yl)phenol C1NCC12CCC(CC2)C#CC=2C=C(N=NC2N)C2=C(C=CC=C2)O